(S)-6-bromo-N-(5-methyl-4-oxo-2,3,4,5-tetrahydrobenzo[b][1,4]oxazepin-3-yl)-[1,2,4]triazolo[4,3-a]pyridine-3-carboxamide BrC=1C=CC=2N(C1)C(=NN2)C(=O)N[C@@H]2C(N(C1=C(OC2)C=CC=C1)C)=O